ClC=1C=C(C=C(C1S(=O)(=O)C1=NN(C(C(=C1)C(C)C)=O)C)Cl)N(C(OC(C)(C)C)=O)CC1=NOC(N1)=O tert-butyl (3,5-dichloro-4-((5-isopropyl-1-methyl-6-oxo-1,6-dihydropyridazin-3-yl)sulfonyl)phenyl)((5-oxo-4,5-dihydro-1,2,4-oxadiazol-3-yl)methyl)carbamate